O=C1CCC(C12CCC(CC2)([N+](=O)[O-])C2=CC=C(S2)C=O)=O 5-(1,4-dioxo-8-nitrospiro[4.5]decane-8-yl)thiophene-2-carbaldehyde